C(CCC)OCC(C)OCCCC propylene Glycol di-n-butyl ether